N-[1-cyclobutyl-3-[2-(1,1-difluoroethyl)-6-methyl-pyrimidin-4-yl]pyrrolo[2,3-c]pyridin-5-yl]acetamide C1(CCC1)N1C=C(C=2C1=CN=C(C2)NC(C)=O)C2=NC(=NC(=C2)C)C(C)(F)F